tert-butyl(trans-4-(3-oxopropyl)cyclohexyl)carbamate C(C)(C)(C)OC(N[C@@H]1CC[C@H](CC1)CCC=O)=O